4-(7-Fluoro-1H-pyrrolo[3,2-c]pyridin-4-yl)-N-[trans-4-(2-hydroxy-2-methylpropoxy)cyclohexyl]benzamide FC=1C2=C(C(=NC1)C1=CC=C(C(=O)N[C@@H]3CC[C@H](CC3)OCC(C)(C)O)C=C1)C=CN2